C(CCC)(=O)OC(CC)C methylpropyl butanoate